bromo-3-ethylidenespiro[cyclohexane-1,2'-indene]-1',4(3'H)-dione BrC1C2(C(C3=CC=CC=C13)=O)CC(C(CC2)=O)=CC